1-(o-tolyl)cyclopropanamine C1(=C(C=CC=C1)C1(CC1)N)C